(R)-(6,6'-Dimethoxybiphenyl-2,2'-diyl)-bis[bis(3,5-di-tert-butyl-4-methoxyphenyl)phosphin] COC1=CC=CC(=C1C1=C(C=CC=C1OC)P(C1=CC(=C(C(=C1)C(C)(C)C)OC)C(C)(C)C)C1=CC(=C(C(=C1)C(C)(C)C)OC)C(C)(C)C)P(C1=CC(=C(C(=C1)C(C)(C)C)OC)C(C)(C)C)C1=CC(=C(C(=C1)C(C)(C)C)OC)C(C)(C)C